C1CCC2C3CCC(C12)C3 hexahydro-4,7-methanoindan